C(C)(=O)OC[C@@H](NC([C@@H](NC(C1=CC=CC=C1)=O)CC1=CC=C(C=C1)F)=O)CC1=CC=CC=C1 N-(N-benzoyl-L-p-fluorophenylalaninyl)-L-phenylalaninol acetate